2-chloro-4-(1,1-diethoxyethyl)-5-fluoro-pyrimidine ClC1=NC=C(C(=N1)C(C)(OCC)OCC)F